1,2'-dimethyl-6'-(3-(oxetan-3-yloxy)propyl)-5',6'-dihydro-7'H-spiro[azetidine-3,8'-pyrido[4,3-d]pyrimidin]-7'-one CN1CC2(C(N(CC3=C2N=C(N=C3)C)CCCOC3COC3)=O)C1